5-bromobenzo[d]isoxazol-3(2H)-one BrC=1C=CC2=C(C(NO2)=O)C1